C(C=C)(=O)OCC(CNCCC[Si](OCC)(OCC)OCC)O N-(3-acryloyloxy-2-hydroxypropyl)-3-aminopropyltriethoxysilane